BrC1=CC=CC2=C1SC=1C=NC=CC12 8-bromobenzo[4,5]Thieno[2,3-c]Pyridine